ClCCC 3-Chloropropane